3-(3-((5-(difluoromethyl)-2-((2-ethyl-4-((1R,5S)-8-methyl-3,8-diazabicyclo[3.2.1]octan-3-yl)phenyl)amino)pyrimidin-4-yl)amino)propyl)-1,3-oxazinan-2-one FC(C=1C(=NC(=NC1)NC1=C(C=C(C=C1)N1C[C@H]2CC[C@@H](C1)N2C)CC)NCCCN2C(OCCC2)=O)F